6-({2-[(α-D-Mannopyranosyl)oxy]ethyl}[2-({(α-D-mannopyranosyl)-(1->3)-[α-D-mannopyranosyl-(1->6)]-α-D-mannopyranosyl}oxy)ethyl]amino)hexylamine [C@H]1([C@@H](O)[C@@H](O)[C@H](O)[C@H](O1)CO)OCCN(CCCCCCN)CCO[C@@H]1[C@@H](O)[C@@H](O[C@@H]2[C@@H](O)[C@@H](O)[C@H](O)[C@H](O2)CO)[C@H](O)[C@H](O1)CO[C@@H]1[C@@H](O)[C@@H](O)[C@H](O)[C@H](O1)CO